4-Bromo-1-(2-oxabicyclo[2.1.1]hexan-4-ylmethyl)pyrazole BrC=1C=NN(C1)CC12COC(C1)C2